4,4'-oxybis[2-aminophenol] O(C1=CC(=C(C=C1)O)N)C1=CC(=C(C=C1)O)N